C(OC1CCOCC1)(=O)Cl tetrahydro-2H-pyran-4-yl carbonochloridate